C(\C=C/C(=O)[O-])(=O)OCCCCCCCCCCCCCCCCCCCCCCCCCCCC octacosanyl maleate